The molecule is a member of the class of carotenone that is echinenone carrying an additional hydroxy substituent at position 3'. Found in cyanobacteria. It has a role as a cofactor, a bacterial metabolite and a biological pigment. It is a carotenone, an enone and a secondary alcohol. It derives from an echinenone. CC1=C(C(C[C@@H](C1)O)(C)C)/C=C/C(=C/C=C/C(=C/C=C/C=C(\\C)/C=C/C=C(\\C)/C=C/C2=C(C(=O)CCC2(C)C)C)/C)/C